BrC1=C(N=C2N(C1=O)C=CC=C2C2=CC=C(C(=O)NC1CCOCC1)C=C2)C(F)(F)F 4-(3-Bromo-4-oxo-2-(trifluoromethyl)-4H-pyrido[1,2-a]pyrimidin-9-yl)-N-(tetrahydro-2H-pyran-4-yl)benzamid